6-(4-((1H-indazol-5-yl)amino)pyrimidin-2-yl)-N-(tetrahydro-2H-pyran-4-yl)-1H-indole-2-carboxamide N1N=CC2=CC(=CC=C12)NC1=NC(=NC=C1)C1=CC=C2C=C(NC2=C1)C(=O)NC1CCOCC1